BrC1=CSC2=C1N=CNC2=O 7-bromo-3H-thieno[3,2-d]pyrimidine-4-one